1,3-dimethyl-5,5-dimethyl-hydantoin Ethyl-(R)-1-((3-(N,N-diethylsulfamoyl)phenyl)sulfonyl)piperidine-3-carboxylate C(C)OC(=O)[C@H]1CN(CCC1)S(=O)(=O)C1=CC(=CC=C1)S(N(CC)CC)(=O)=O.CN1C(=O)N(C(=O)C1(C)C)C